C(C)(=O)C1=NN(C2=CC=C(C=C12)C1=CN=C2N1N=CC=C2)CC(=O)N2[C@@H](C[C@H](C2)F)C(=O)NC2=NC(=CC=C2)Br (2S,4R)-1-(2-(3-acetyl-5-(imidazo[1,2-b]pyridazin-3-yl)-1H-indazol-1-yl)acetyl)-N-(6-bromopyridin-2-yl)-4-fluoropyrrolidine-2-carboxamide